ClC=1C(=C(C=CC1)NC(=O)C1=CC(=CC=2NC(=NC21)N(C)CC(COC)(C)C)NC(=O)C2=C(C=CC=C2)C(F)(F)F)C N-(3-chloro-2-methylphenyl)-2-[(3-methoxy-2,2-dimethylpropyl)(methyl)amino]-6-({[2-(trifluoromethyl)phenyl]carbonyl}amino)-1H-benzimidazole-4-carboxamide